(7R,14R)-1-(difluoromethoxy)-6-(methyl-d3)-11-(5-(methylamino)pent-1-yn-1-yl)-6,7-dihydro-7,14-methanobenzo[f]benzo[4,5]imidazo[1,2-a][1,4]diazocin-5(14H)-one FC(OC1=CC=CC=2C(N([C@H]3C=4N([C@@H](C21)C3)C3=C(N4)C=CC(=C3)C#CCCCNC)C([2H])([2H])[2H])=O)F